ClC=1C=C(C=CC1)NC=1NC(C=2NC=NC2N1)=O N-(3-chlorophenyl)guanine